NC(CC(C)N1CC2=CC(=CC=C2[C@H](C1)C)C(=O)NC=1C=NC=C(C1)CC(F)(F)F)=O (4R)-2-(3-amino-1-methyl-3-oxo-propyl)-4-methyl-N-[5-(2,2,2-trifluoroethyl)-3-pyridyl]-3,4-dihydro-1H-isoquinoline-7-carboxamide